N1=C(C=CC2=NC=CC=C12)C=1C=CN2N=C(N=CC21)N[C@@H]2C[C@H](C2)NC trans-N1-(5-(1,5-naphthyridin-2-yl)pyrrolo[2,1-f][1,2,4]triazin-2-yl)-N3-methylcyclobutane-1,3-diamine